C(CC)N(CCC)CC(=O)OCCCCCCCCC 1-nonanol N,N-dipropylaminoacetate